O=C1N(CCC(N1COCC[Si](C)(C)C)=O)C=1C2=C(N=CN1)N(C=C2)C2CCN(CC2)C(=O)[O-] 4-(4-(2,4-dioxo-3-((2-(trimethylsilyl)ethoxy)methyl)tetrahydropyrimidin-1(2H)-yl)-7H-pyrrolo[2,3-d]pyrimidin-7-yl)piperidine-1-carboxylate